ClC1=C(C(=CC=C1)F)N1CCC(CC1)NC(C)C=1C(=NN(C1)C1CC1)NCC1=C(C=CC=C1)C(F)(F)F [1-(2-Chloro-6-fluorophenyl)-piperidin-4-yl]-{1-[1-cyclopropyl-3-(2-trifluoromethyl-benzylamino)-1H-pyrazol-4-yl]-ethyl}-amine